Methyl 4-[3-[2,6-dichloro-4-[(2R)-2,4-dimethylpiperazin-1-yl]benzoyl]-2,4-dihydro-1,3-benzoxazin-8-yl]-5-fluoro-2-(trifluoromethylsulfonyloxy)benzoate ClC1=C(C(=O)N2COC3=C(C2)C=CC=C3C3=CC(=C(C(=O)OC)C=C3F)OS(=O)(=O)C(F)(F)F)C(=CC(=C1)N1[C@@H](CN(CC1)C)C)Cl